5-((2-methylmorpholino)methyl)-7-(trifluoromethyl)benzo[d]Oxazole CC1OCCN(C1)CC=1C=C(C2=C(N=CO2)C1)C(F)(F)F